C(C)N1C(C=C(C(=C1)F)I)=O 1-ethyl-5-fluoro-4-iodo-pyridin-2-one